methyl (2S)-(1-t-butoxycarbonyl-4,4-difluoro-2-pyrrolidinyl)carboxylate ethyl-2-[3-(1-acetylpiperidin-4-yl)-4'-fluoro-1'-methyl-[4,6'-biindazol]-1-yl]acetate C(C)OC(CN1N=C(C=2C(=CC=CC12)C1=CC(=C2C=NN(C2=C1)C)F)C1CCN(CC1)C(C)=O)=O.C(C)(C)(C)OC(=O)N1[C@@H](CC(C1)(F)F)C(=O)OC